5-(2,6-Dimethylphenyl)-9,9-dioxo-2-oxa-9λ6-thia-6,8,15,23-tetrazatetracyclo[15.3.1.13,7.110,14]tricosa-3,5,7(23),10(22),11,13-hexaen-16-one CC1=C(C(=CC=C1)C)C=1C=C2OC3CCCC(C(NC4=CC=CC(S(NC(N1)=N2)(=O)=O)=C4)=O)C3